3-(2-(5-Chloro-1H-pyrrolo-[2,3-b]pyridin-3-yl)-5-fluoro-7H-pyrrolo[2,3-d]pyrimidin-7-yl)bicyclo[2.2.2]octan ClC=1C=C2C(=NC1)NC=C2C=2N=CC1=C(N2)N(C=C1F)C1CC2CCC1CC2